(Rac)-1-methyl-4-[4-(5-methyl-1,3-benzoxazol-2-yl)piperidin-1-yl]-2-oxo-7-[tetrahydrofuran-3-yloxy]-1,2-dihydroquinoline-3,6-dinitrile CN1C(C(=C(C2=CC(=C(C=C12)O[C@H]1COCC1)C#N)N1CCC(CC1)C=1OC2=C(N1)C=C(C=C2)C)C#N)=O |r|